3-[2-chloro-4-(oxetan-3-yl)phenyl]-1,4-oxazepan ClC1=C(C=CC(=C1)C1COC1)C1COCCCN1